N1=NC=C2N1C=CC=C2 triazolo[1,5-a]pyridin